FC=1C=C(N=NC1)C=1C=C(C=CC1C)NC(=O)N1C2CC(CC1C2)C N-[3-(5-fluoropyridazin-3-yl)-4-methylphenyl]-3-methyl-6-azabicyclo[3.1.1]heptane-6-carboxamide